C(C)[C@]1(C(OCC=2C(N3CC=4C=C5C=C(C=CC5=NC4C3=CC12)C=CC(C1=CC=CC=C1)=O)=O)=O)O (19S)-19-Ethyl-19-hydroxy-7-(3-oxo-3-phenylprop-1-enyl)-17-oxa-3,13-diazapentacyclo[11.8.0.02,11.04,9.015,20]henicosa-1(21),2(11),3,5,7,9,15(20)-heptaene-14,18-dione